2-(6-amino-5-((4-(aminomethyl)phenethyl)amino)pyridazin-3-yl)phenol NC1=C(C=C(N=N1)C1=C(C=CC=C1)O)NCCC1=CC=C(C=C1)CN